ClCC1(C)C(C=C(C(=C1)F)F)F 1-(chloromethyl)-2,4,5-trifluorotoluene